BrC=1C(=NOC1)C1=CC=C(C=C1)Cl bromo-3-(4-chlorophenyl)isoxazol